N[C@H]1CN(C[C@@H]1OC)C1=NC=CC(=N1)N1CCN(CC1)C[C@H]1CN(C[C@H](O1)C)C1=CC=C(C=2N=CC=NC12)C#N 8-[(2S,6R)-2-[[4-[2-[(3S,4S)-3-amino-4-methoxy-pyrrolidin-1-yl]pyrimidin-4-yl]piperazin-1-yl]methyl]-6-methyl-morpholin-4-yl]quinoxaline-5-carbonitrile